4-(2-(4-chloro-3-fluorophenoxy)acetamido)-2-oxabicyclo[2.2.2]octane-1-carboxylic acid methyl ester COC(=O)C12OCC(CC1)(CC2)NC(COC2=CC(=C(C=C2)Cl)F)=O